2,3,3-trimethylhexamethylenediamine CC(CN)C(CCCN)(C)C